2-amino-6-borono-2-((S)-1-(3,4-dichlorobenzyl)piperidin-3-yl)hexanoic acid NC(C(=O)O)(CCCCB(O)O)[C@@H]1CN(CCC1)CC1=CC(=C(C=C1)Cl)Cl